(6aR,9R)-4-((S)-2-amino-3-methylbutanoyl)-5-bromo-N,N-diethyl-7-methyl-4,6,6a,7,8,9-hexahydroindolo[4,3-fg]quinoline-9-carboxamide di-trifluoroacetate FC(C(=O)O)(F)F.FC(C(=O)O)(F)F.N[C@H](C(=O)N1C(=C2C3=C(C4=C[C@H](CN([C@@H]4C2)C)C(=O)N(CC)CC)C=CC=C13)Br)C(C)C